phenyl-2,4,6-trimethylbenzoyl-lithium C1(=CC=CC=C1)C=1C(=C(C(=O)[Li])C(=CC1C)C)C